2-(3-nitrophenyl)-2-[(trimethylsilyl)oxy]acetonitrile [N+](=O)([O-])C=1C=C(C=CC1)C(C#N)O[Si](C)(C)C